ClC1=CN(C2=CC(=C(C=C12)C=O)F)C1=NOC(=N1)C1=CC(=C(C=C1)OC(C)C)Cl 3-Chloro-1-(5-(3-chloro-4-isopropoxyphenyl)-1,2,4-oxadiazol-3-yl)-6-fluoro-1H-indole-5-Formaldehyde